3-methyl-2-(4-methylphenylethyl)-2H-benzo[g]indazole-4,5-dione CC=1N(N=C2C3=C(C(C(C12)=O)=O)C=CC=C3)CCC3=CC=C(C=C3)C